(R)-5-(4-cyclopropyl-1H-imidazol-1-yl)-2-fluoro-4-methyl-N-(6-(6-methyl-6,7-dihydro-5H-pyrrolo[2,1-c][1,2,4]triazol-3-yl)pyridin-2-yl)benzamide C1(CC1)C=1N=CN(C1)C=1C(=CC(=C(C(=O)NC2=NC(=CC=C2)C=2N3C(=NN2)C[C@H](C3)C)C1)F)C